(S)-2-Imino-3,6-dimethyl-6-(8-(3,3,3-trifluoroprop-1-yn-1-yl)dibenzo[b,d]thiophen-2-yl)tetrahydropyrimidin-4(1H)-one N=C1N[C@@](CC(N1C)=O)(C1=CC2=C(SC3=C2C=C(C=C3)C#CC(F)(F)F)C=C1)C